C1(CC1)C1=NN(C=C1C=1C=NC2=CC=C(C=C2N1)C1CN(C1)C(=O)OC(C)(C)C)[C@@H]1C[C@H](C1)C(=O)OC tert-butyl 3-(3-(3-cyclopropyl-1-(trans-3-(methoxycarbonyl)cyclobutyl)-1H-pyrazol-4-yl)quinoxalin-6-yl)azetidine-1-carboxylate